C(#N)[C@H](C[C@H]1C(NCC1)=O)NC(=O)[C@@H]1[C@H]2[C@H]3CC[C@@H]([C@H]2CN1C([C@H](C(C)(C)C)NC(=O)C1(CC1)F)=O)C3 (1S,2S,3S,6R,7R)-N-[(1S)-1-cyano-2-[(3S)-2-oxopyrrolidin-3-yl]ethyl]-4-[(2S)-2-[(1-fluorocyclopropyl)formamido]-3,3-dimethylbutanoyl]-4-azatricyclo[5.2.1.0^{2,6}]decane-3-carboxamide